N-methyl-3-(pyrazino[1',2':1,5]pyrazolo[4,3-c][2,6]naphthyridin-6-ylamino)benzenesulfonamide CNS(=O)(=O)C1=CC(=CC=C1)NN1CC2=CC=NC=C2C=2C1=C1N(N2)C=CN=C1